C1(=CC=C(C=C1)C#C)C#C 2,2'-(para-phenylenedivinylene)